CC1=C(C=C(C=C1)NC(=O)C=1SC=CC1)N1CC2=C(N=C(N=C2)NC=2C=NC(=CC2)C)C2(C1=O)CC2 N-(4-Methyl-3-(2'-((6-methylpyridin-3-yl)amino)-7'-oxo-5'H-spiro[cyclopropane-1,8'-pyrido[4,3-d]pyrimidine]-6'(7'H)-yl)phenyl)thiophene-2-carboxamide